5-oxopyrrolidine-3-formic acid O=C1CC(CN1)C(=O)O